NC1=C2C(=NC=N1)N(N=C2C(=O)NC2=CC=C(C=C2)COC)C(=C)CF 4-amino-1-(3-fluoroprop-1-en-2-yl)-N-(4-(methoxymethyl)phenyl)-1H-pyrazolo[3,4-d]pyrimidine-3-carboxamide